ClC=1C(=C(C=CC1)NC=1C(=NN2C1C(NCC2CCOC)=O)C2=CC=NC=C2)OC 3-[(3-chloro-2-methoxyphenyl)amino]-7-(2-methoxyethyl)-2-(pyridin-4-yl)-5H,6H,7H-pyrazolo[1,5-a]pyrazin-4-one